cis-1,2-dihydroxymethylethylene OC\C=C/CO